N-[2-hydroxy-1-(hydroxymethyl)ethyl]hexanamide tert-butyl-(S)-2-((S)-2-((((9H-fluoren-9-yl)methoxy)carbonyl)amino)-N-methylhexanamido)-3-(pyridin-3-yl)propanoate C(C)(C)(C)OC([C@H](CC=1C=NC=CC1)N(C([C@H](CCCC)NC(=O)OCC1C2=CC=CC=C2C=2C=CC=CC12)=O)C)=O.OCC(CO)NC(CCCCC)=O